FC1=C(NC=2C(=NC(=C(N2)NC)C=2C3=C(C=NC2)N(C=N3)C)C(=O)OC)C=CC(=C1)N1[C@@H]3CO[C@H](C1)C3 methyl 3-[2-fluoro-4-[(1S,4S)-2-oxa-5-azabicyclo[2.2.1]heptan-5-yl]anilino]-5-(methylamino)-6-(3-methylimidazo[4,5-c]pyridin-7-yl)pyrazine-2-carboxylate